COC1=CC=C(C=C1)S(=O)(=O)N1C2C(C=3C=CC=CC13)(OCC2C(=O)OC(C)(C)C)C(F)(F)F tert-butyl 4-((4-methoxyphenyl) sulfonyl)-8b-(trifluoromethyl)-3,3a,4,8b-tetrahydro-2H-furo[3,2-b]indole-3-carboxylate